C1(CC1)C=1NC(=NN1)C1CC2(CN(C2)C(=O)N2CC3(CN(C3)S(=O)(=O)C3=CC(=CC=C3)OC(F)(F)F)C2)C1 [6-(5-cyclopropyl-4H-1,2,4-triazol-3-yl)-2-azaspiro[3.3]heptan-2-yl]-[2-[3-(trifluoromethoxy)phenyl]sulfonyl-2,6-diazaspiro[3.3]heptan-6-yl]methanone